7-(4-ethylpiperazin-1-yl)-2-[8-(hydroxymethyl)-2-methylimidazo[1,2-a]pyridin-6-yl]-4H-pyrido[1,2-a]pyrimidin-4-one C(C)N1CCN(CC1)C=1C=CC=2N(C(C=C(N2)C=2C=C(C=3N(C2)C=C(N3)C)CO)=O)C1